COC1=C(NCC#C)C=CC(=C1)S(=O)(=O)C(C)C 2-methoxy-N-(prop-2-yn-1-yl)-4-(propane-2-sulfonyl)aniline